COC(=O)[C@]1(CN(CC1)C(=O)OC(C)(C)C)N(C(CCl)=O)CC1=CC=C(C=C1)C(F)(F)F (S)-3-(2-chloro-N-(4-(trifluoromethyl)benzyl)acetamido)pyrrolidine-1,3-dicarboxylic acid 1-(tert-butyl) ester 3-methyl ester